2-bromo-3-oxo-3-(pyridin-2-yl)propionitrile BrC(C#N)C(C1=NC=CC=C1)=O